N-(5-(3,5-difluorobenzyl)-1H-indazol-3-yl)-4-(4-((4-(2,6-dioxopiperidin-3-yl)benzyl)(methyl)amino)piperidin-1-yl)-2-((tetrahydro-2H-pyran-4-yl)amino)benzamide FC=1C=C(CC=2C=C3C(=NNC3=CC2)NC(C2=C(C=C(C=C2)N2CCC(CC2)N(C)CC2=CC=C(C=C2)C2C(NC(CC2)=O)=O)NC2CCOCC2)=O)C=C(C1)F